OCCCCCC(=O)OC(CCCCCC)CCCCCCCC Pentadecan-7-yl 6-hydroxyhexanoate